chloro-4''-((3,5-difluoropyridin-2-yl)methoxy)-3-(2-hydroxypropan-2-yl)-5,5',6''-trimethyl-2H,2''H-[1,2':4',1''-terpyridin]-2,2''-dione ClC1=C(C(N(C=C1C)C1=NC=C(C(=C1)N1C(C=C(C=C1C)OCC1=NC=C(C=C1F)F)=O)C)=O)C(C)(C)O